(R)-3-[4-(acetylamino-methyl)-[1,2,3]triazol-1-yl]-N-hydroxy-4-naphthalen-2-yl-butyramide C(C)(=O)NCC=1N=NN(C1)[C@@H](CC(=O)NO)CC1=CC2=CC=CC=C2C=C1